(Z)-2-cyano-3-hydroxy-3-(5-methylisoxazol-4-yl)-N-(5-(phenylsulfinyl)pyridin-2-yl)acrylamide C(#N)/C(/C(=O)NC1=NC=C(C=C1)S(=O)C1=CC=CC=C1)=C(\C=1C=NOC1C)/O